5,8-dicarboxynaphthalene ethyl-5-(2,3,6-trifluorobenzyl)-4H-1,2,4-triazole-3-carboxylate C(C)OC(=O)C1=NN=C(N1)CC1=C(C(=CC=C1F)F)F.C(=O)(O)C1=C2C=CC=CC2=C(C=C1)C(=O)O